N[C@@H](C)C(=O)[O-].[NH4+] ammonium alaninate